FC1=C(C=CC=C1)C1(CC1)NC(=O)[C@H]1CN(CC[C@@H]1NC(=O)C1=NOC(=C1)C1=C(C=C(C=C1)F)F)CC1CC1 (3S,4S)-1-Cyclopropylmethyl-4-{[5-(2,4-difluoro-phenyl)-isoxazole-3-carbonyl]-amino}-piperidine-3-carboxylic acid [1-(2-fluoro-phenyl)-cyclopropyl]-amide